ClC=1C(=NC(=NC1)NC=1C=CC2=C(C(OB2O)(C)C)C1)NC1CCCC1 5-chloro-N4-cyclopentyl-N2-(1-hydroxy-3,3-dimethyl-2,1-benzoxaborole-5-yl)pyrimidine-2,4-diamine